FC1=C(C=CC(=C1)F)C1=CC(=NO1)C(=O)NCC1CCN(CC1)CC1=CC=C(C=C1)C(N(C)C)=O 5-(2,4-difluorophenyl)-N-((1-(4-(dimethylcarbamoyl)benzyl)piperidin-4-yl)methyl)isoxazole-3-carboxamide